1,1-bis(t-butylperoxy)Cyclohexane C(C)(C)(C)OOC1(CCCCC1)OOC(C)(C)C